(cis)-tert-butyl(4-fluoropiperidin-3-yl)carbamate C(C)(C)(C)OC(N[C@@H]1CNCC[C@@H]1F)=O